5-fluoro-3,4-dihydroisoquinolin FC1=C2CCN=CC2=CC=C1